O1[C@H](COCC1)COC=1C(OC(=CC1C1=C(C=CC=C1OC)OC)C(=O)NC=1SC(=NN1)N1N=CC=C1N)=O (R)-3-((1,4-dioxan-2-yl)methoxy)-N-(5-(5-amino-1H-pyrazol-1-yl)-1,3,4-thiadiazol-2-yl)-4-(2,6-dimethoxyphenyl)-2-oxo-2H-pyran-6-carboxamide